3-((4-methyl-1-(4-nitrophenyl)piperidin-4-yl)methyl)-3,9-diazaspiro[5.5]undecane CC1(CCN(CC1)C1=CC=C(C=C1)[N+](=O)[O-])CN1CCC2(CC1)CCNCC2